COC1=CC=C(CN(C=2C=CC(=NC2)C(=N)N)C=2OC(=CN2)C2=CC=C(C=C2)C(F)(F)F)C=C1 5-((4-methoxybenzyl)(5-(4-(trifluoromethyl)phenyl)oxazol-2-yl)amino)pyridinecarboxamidine